6-Chloro-8-(2,6-dichloro-pyridin-3-yl)-1-ethyl-9H-pyrido[3,4-b]indole ClC=1C=C2C3=C(NC2=C(C1)C=1C(=NC(=CC1)Cl)Cl)C(=NC=C3)CC